(2,6-dimethyl-1,4-phenylene) oxide CC1=C2C(=CC(=C1)O2)C